O1C(CCCC1=O)=O Tetrahydropyrane-2,6-dione